N-(1-cyclopentyl-1H-imidazol-4-yl)-2-(2-(pyridin-2-yl)pyrrolidin-1-yl)pyrrolo[2,1-f][1,2,4]triazin-4-amine C1(CCCC1)N1C=NC(=C1)NC1=NC(=NN2C1=CC=C2)N2C(CCC2)C2=NC=CC=C2